methyl (2S)-2-[(2S)-2-[(1-methylsulfonylazetidin-3-yl)formamido]propionamido]-3-(4-methoxyphenyl)propanoate CS(=O)(=O)N1CC(C1)C(=O)N[C@H](C(=O)N[C@H](C(=O)OC)CC1=CC=C(C=C1)OC)C